C1(CCCC1)C=1C=C(C=2C=CC=3N(C2N1)C=C(N3)C=3OC=NN3)C(F)(F)F 2-[2-cyclopentyl-4-(trifluoromethyl)imidazo[1,2-a]1,8-naphthyridin-8-yl]-1,3,4-oxadiazole